CC1=NOC(=C1C=1C=C2C(=NC(=NC2=CC1)C=1C=NN(C1)CC(=O)N(C)C)N1[C@H](COCC1)C1=CC=CC=C1)C (S)-2-(4-(6-(3,5-dimethylisoxazol-4-yl)-4-(3-phenylmorpholino)quinazolin-2-yl)-1H-pyrazol-1-yl)-N,N-dimethylacetamide